C(C)(C)(C)C1(C2N(C=3C=CC=CC3C21)C(=O)OC[C@@H]2[C@H]([C@H]([C@@H](O2)N2C=NC=1C(O)(NC(N)=NC21)C(N(C2=CC=CC=C2)C2=CC=CC=C2)=O)O)O)CO 6-diphenylcarbamoyl-guanosine tert-butyl-1-(hydroxymethyl)-1a,6b-dihydrocyclopropa[b]indole-2(1H)-carboxylate